(2S,3aR,7aS)-1-[(2S)-2-[[(2S)-1-ethoxy-1-oxo-4-phenylbutan-2-yl]amino]propanoyl]-2,3,3a,4,5,6,7,7a-octahydroindole-2-carboxylic acid C(C)OC([C@H](CCC1=CC=CC=C1)N[C@H](C(=O)N1[C@@H](C[C@H]2CCCC[C@H]12)C(=O)O)C)=O